N-(2-aminoethyl)-2-((2-((tert-butoxycarbonyl)amino)ethyl)amino)-N-(2-((2-((tert-butoxycarbonyl)amino)ethyl)amino)-2-oxoethyl)-N-methyl-2-oxoethan-1-aminium 2,2,2-trifluoroacetate FC(C(=O)[O-])(F)F.NCC[N+](CC(=O)NCCNC(=O)OC(C)(C)C)(C)CC(=O)NCCNC(=O)OC(C)(C)C